isochroman-1-carboxamide C1(OCCC2=CC=CC=C12)C(=O)N